O=C1NC(CCC1N1C(C2=CC=C(C=C2C1=O)CN1CCC(=CC1)C1=CN(C2=CC(=CC=C12)F)C)=O)=O 2-(2,6-dioxopiperidin-3-yl)-5-((4-(6-fluoro-1-methyl-1H-indol-3-yl)-3,6-dihydropyridin-1(2H)-yl)methyl)isoindoline-1,3-dione